2-(3-chlorophenyl)-1,1-bis(phenylsulfonyl)ethene ClC=1C=C(C=CC1)C=C(S(=O)(=O)C1=CC=CC=C1)S(=O)(=O)C1=CC=CC=C1